3-(2-((3-Bromo-5-chloro-6-methoxypyridin-2-yl)oxy)ethyl)-2-methyl-4-oxo-7-(trifluoromethyl)-3,4-dihydroquinazoline-5-carbonitrile BrC=1C(=NC(=C(C1)Cl)OC)OCCN1C(=NC=2C=C(C=C(C2C1=O)C#N)C(F)(F)F)C